(2S,3aS,6aR)-N-((S)-1-cyano-2-(4-(3-(methyl-d3)-2-oxo-2,3-dihydrobenzo[d]oxazol-5-yl)phenyl)ethyl)hexahydro-1H-furo[3,4-b]pyrrole-2-carboxamide C(#N)[C@H](CC1=CC=C(C=C1)C=1C=CC2=C(N(C(O2)=O)C([2H])([2H])[2H])C1)NC(=O)[C@@H]1C[C@H]2[C@@H](N1)COC2